bis{3,4,6-trichloro-2-[(phenylmethoxy)carbonyl] phenyl}-Oxalat ClC=1C(=C(C(=CC1Cl)Cl)OC(C(=O)OC1=C(C(=C(C=C1Cl)Cl)Cl)C(=O)OCC1=CC=CC=C1)=O)C(=O)OCC1=CC=CC=C1